COC([C@]([C@@](NC1=CC=CC=C1)(C1=CC=C(C=C1)OC)C)(O)C=1C=NC(=CC1)Cl)=O Methyl-(2s,3s)-2-(6-chloropyridin-3-yl)-2-hydroxy-3-(4-methoxyphenyl)-3-(phenylamino)propionic acid methyl ester